NC1=NC(=NC(=N1)N)C(CCCCC)C=1N=C(NC1)CCCCCCCCCCC 1-(4,6-diamino-s-triazin-2-yl)hexyl-2-undecylimidazole